O=C1NC(CCC1N1CCOC2=C1C=CC=C2N2CCN(CC2)CC(=O)O)=O 2-[4-[4-(2,6-dioxo-3-piperidyl)-2,3-dihydro-1,4-benzoxazin-8-yl]piperazin-1-yl]acetic acid